4-(3-(2-(hydroxylaminecarbonyl)benzofuran-6-sulfonylamino)pyridin-2-yl)piperazine-1-carboxylic acid isobutyl ester C(C(C)C)OC(=O)N1CCN(CC1)C1=NC=CC=C1NS(=O)(=O)C1=CC2=C(C=C(O2)C(=O)NO)C=C1